1-amino-2-(3-methoxy-2,6-dimethylphenyl)-4-methyl-2,8-dihydro-9H-2,3,5,8-tetraazabenzo[cd]azulene-9-one NC=1N(C2=C3C(C=CNC(C13)=O)=NC(=N2)C)C2=C(C(=CC=C2C)OC)C